(S)-2-(2-((3-carboxybenzyl)(((4-((4-guanidinobenzoyl)oxy)benzyl)oxy)carbonyl)amino)acetamido)succinic acid C(=O)(O)C=1C=C(CN(CC(=O)N[C@H](C(=O)O)CC(=O)O)C(=O)OCC2=CC=C(C=C2)OC(C2=CC=C(C=C2)NC(=N)N)=O)C=CC1